FC=1C=C2C(=C(\C(\C2=CC1)=C/C1=CC=C(C=C1)OC1=CC=CC=C1)C)CC(=O)O 2-[(1E)-5-Fluoro-2-methyl-1-[(4-phenoxyphenyl)methylidene]-1H-inden-3-yl]acetic acid